5-chloro-3-fluoropyrazolo[1,5-a]pyrimidine ClC1=NC=2N(C=C1)N=CC2F